2-(2'-hydroxy-5'-tert-butylphenyl)-3-chlorobenzotriazole OC1=C(C=C(C=C1)C(C)(C)C)N1N(C2=C(N1)C=CC=C2)Cl